3-aminopropyl(dibutoxymethylsilane) NCCC[SiH2]C(OCCCC)OCCCC